[C@H]12C(CC[C@H](C1(C)C)C2)=C (1S)-(-)-beta-pinene